ClC1=NC(=CC(=N1)NC1CCN(CC1)C(C)=O)C(=O)N1C[C@H]([C@@H](CC1)N1CC2=CC=CC=C2CC1)O 1-(4-((2-chloro-6-((trans)-4-(3,4-dihydroisoquinolin-2(1H)-yl)-3-hydroxypiperidine-1-carbonyl)pyrimidin-4-yl)amino)piperidin-1-yl)ethane-1-one